FC(C1=NN=C(O1)C1=CC(N(C=C1)CC#CC1=NC(=CC=C1)C)=O)F 4-(5-(difluoromethyl)-1,3,4-oxadiazol-2-yl)-1-(3-(6-methylpyridin-2-yl)prop-2-yn-1-yl)pyridin-2(1H)-one